N-(3,4-dichlorobenzyl)propionamide ClC=1C=C(CNC(CC)=O)C=CC1Cl